4-[5-(aminomethyl)-6-methoxypyridin-2-yl]-3-(2-methyl-6-morpholin-4-ylpyridin-4-yl)oxybenzonitrile NCC=1C=CC(=NC1OC)C1=C(C=C(C#N)C=C1)OC1=CC(=NC(=C1)N1CCOCC1)C